BrC=1C(=CC(=NC1)C#C[Si](C(C)C)(C(C)C)C(C)C)C 5-bromo-4-methyl-2-((triisopropylsilyl)ethynyl)pyridine